(Z)-1-(4-amino-2-fluorobut-2-en-1-yl)-4-(pyridin-3-yl)-1H-benzo[d]imidazole-6-carbonitrile hydrochloride Cl.NC\C=C(\CN1C=NC2=C1C=C(C=C2C=2C=NC=CC2)C#N)/F